2-heptadecylphenol C(CCCCCCCCCCCCCCCC)C1=C(C=CC=C1)O